BrC1=NC=CC=C1OC1=NN(C(=C1)C#N)C 3-((2-bromopyridin-3-yl)oxy)-1-methyl-1H-pyrazole-5-carbonitrile